5,5,5-trifluoro-4-methylpentanenitrile FC(C(CCC#N)C)(F)F